C1(=CC=C(C=C1)C(=O)N)C1=CC=CC=C1 4-Biphenylcarboxamide